C(C1=CC=CC=C1)OC(=O)N1CC2=C(C=C(C=C2CC1)Cl)C=N[S@@](=O)C(C)(C)C.N1=NC(=CC=C1)NC(C1=CC=CC=C1)=O N-(3-pyridazinyl)benzamide (S)-benzyl-8-(((tert-butylsulfinyl)imino)methyl)-6-chloro-3,4-dihydroisoquinoline-2(1H)-carboxylate